S1C=NC2=C1C=C(C=C2)\N=N\C2=CC1=C(N=CS1)C=C2 (E)-1,2-bisbenzothiazole-6-yl-diazene